triethoxymercaptoethyl-silane C(C)OS(OCC)(OCC)CC[SiH3]